COC1=NC=C(C=N1)C=1C=CC=C2C=C(N(C(C12)=O)C1=CC=CC=C1)C(C)NC=1C2=C(N=CN1)NC=CC2=O 4-((1-(8-(2-methoxypyrimidin-5-yl)-1-oxo-2-phenyl-1,2-dihydroisoquinolin-3-yl)ethyl)amino)pyrido[2,3-d]pyrimidin-5(8H)-one